C(#N)C(NC(=O)[C@@H]1[C@H]2C([C@H]2CN1)(C)C)C1=NN=CC2=CC=CC=C12 (1R,2S,5S)-N-[cyano(phthalazin-1-yl)methyl]-6,6-dimethyl-3-azabicyclo[3.1.0]hexane-2-carboxamide